sodium 2,3,4,5,6,7-hexahydroxyheptanoate OC(C(=O)[O-])C(C(C(C(CO)O)O)O)O.[Na+]